ClC1=C(C=C(C=C1)C1=CN(C(C=C1)=O)C(C)C)C[C@@H](C(=O)NC1=CC=C(C=C1)C=1N(N=CC1C)C)NC(=O)C1=CN=CO1 N-[(1S)-1-[[2-chloro-5-(1-isopropyl-6-oxo-3-pyridyl)phenyl]methyl]-2-[4-(2,4-dimethylpyrazol-3-yl)anilino]-2-oxo-ethyl]oxazole-5-carboxamide